CO[C@H]1CC[C@H](CC1)NC=1N=CC2=C(N1)NC=C2C2=CC=1N(C=C2)N=CC1C(=O)NC1CCOCC1 5-(2-((cis-4-methoxycyclohexyl)amino)-7H-pyrrolo[2,3-d]pyrimidin-5-yl)-N-(tetrahydro-2H-pyran-4-yl)pyrazolo[1,5-a]pyridine-3-carboxamide